C(C)(C)(C)P(C1CCCCC1)C1CCCCC1 tert-butyldicyclohexylphosphine